N1C(=CC2=CC=CC=C12)C(=O)N1CC=2N(CC1)N=CC2C(=O)N(CC2=NC=CC=C2)C 5-(1H-indole-2-carbonyl)-N-methyl-N-[(pyridin-2-yl)methyl]-4H,5H,6H,7H-pyrazolo[1,5-a]pyrazine-3-carboxamide